3-t-butoxy-N,N-dimethylpropionamide C(C)(C)(C)OCCC(=O)N(C)C